CCCCC(CC)CN(CCC(=O)[O-])CCC(=O)[O-].[Na+].[Na+] sodium N-(2-carboxyethyl)-N-(2-ethylhexyl)-β-alaninate